CC1=NC(=CC=C1C1=CC=NC=C1)C(F)(F)F methyl-6-(trifluoromethyl)-[3,4'-bipyridine]